(2-fluoro-5-nitro-4-(piperidin-1-yl)phenyl)-1-morpholinoethane-1-one FC1=C(C=C(C(=C1)N1CCCCC1)[N+](=O)[O-])CC(=O)N1CCOCC1